5-[1-hydroxy-2-(4-methylthiophenylamino)ethyl]-1,3,4-oxadiazole-2(3H)-thione OC(CNC1=CC=C(C=C1)SC)C1=NNC(O1)=S